ClC1=CC=C(C=C1)NC(NCCC1=CC=C(C=C1)C(F)(F)F)=O 3-(4-Chlorophenyl)-1-{2-[4-(trifluoromethyl)phenyl]ethyl}urea